N[C@@H](C(=O)OC)C[C@@H](NC1=CC(=NC=C1[N+](=O)[O-])Cl)C1=C(C=CC=C1OC(F)F)Br Methyl (2R,4R)-2-amino-4-[2-bromo-6-(difluoromethoxy)phenyl]-4-[(2-chloro-5-nitro-pyridin-4-yl)amino]butanoate